C(C)(C)(C)OC(=O)N1C[C@@H](CC1)OC=1C=C2C(N(C(C2=CC1)=O)C1C(NC(CC1)=O)=O)=O (3R)-3-((2-(2,6-dioxopiperidin-3-yl)-1,3-dioxoisoindolin-5-yl)oxy)-pyrrolidine-1-carboxylic acid tert-butyl ester